FC(C(=O)O)(F)F.NC1=CC(=NC=N1)OC1=CC(=C(C=C1)N1C(N(CC1=O)C=1C=NC=C(C1)C(F)(F)F)=O)C(C)C 3-{4-[(6-amino-4-pyrimidinyl)oxy]-2-isopropylphenyl}-1-[5-(trifluoromethyl)-3-pyridinyl]-2,4-imidazolidinedione trifluoroacetate